C(C)C=1C=C(C=CC1C1CCN(CC1)C)C1=CC(=C(S1)C(=O)N1C[C@H](CC1)NC(OC(C)(C)C)=O)C tert-butyl (S)-(1-(5-(3-ethyl-4-(1-methylpiperidin-4-yl)phenyl)-3-methylthiophene-2-carbonyl)pyrrolidin-3-yl)carbamate